6-(1-(1-(3,6-diazabicyclo[3.1.1]heptane-3-carbonyl)piperidin-4-yl)-1H-pyrazol-4-yl)-4-methoxypyrazolo[1,5-a]pyridine-3-carbonitrile C12CN(CC(N1)C2)C(=O)N2CCC(CC2)N2N=CC(=C2)C=2C=C(C=1N(C2)N=CC1C#N)OC